2,5-Dimethyl-4-azapentalen CC1=CC2=CC(=NC2=C1)C